FC1=C(C(=O)O)NC(NC1=O)=O L-5-fluoro-orotic acid